NC1=C(C(=NN1C1=NC=CC=N1)C(F)(F)F)C1=C[C@H]2CC[C@H](C1)N2C(=O)OC(C)(C)C tert-butyl (1R,5R)-3-[5-amino-1-pyrimidin-2-yl-3-(trifluoromethyl)pyrazol-4-yl]-8-azabicyclo[3.2.1]oct-2-ene-8-carboxylate